N1(CCC1)C1=CC(N(N=C1)CC=1C(=NOC1C)C=1C=NC(=CC1)C)=O 5-(azetidin-1-yl)-2-((5-methyl-3-(6-methylpyridin-3-yl)isoxazol-4-yl)methyl)pyridazin-3(2H)-one